ClC=1C=NC=C(C1[C@@H](C)OC=1C=C2C(=NNC2=CC1)C=1C=NN(C1)[C@@H]1CNCC1)Cl 5-[(1R)-1-(3,5-dichloro-4-pyridyl)ethoxy]-3-[1-[(3S)-pyrrolidin-3-yl]pyrazol-4-yl]-1H-indazole